FC(C(CCCCCC)=O)(F)F trifluorooctanone